1-(4-methoxy-2,3,6-trimethylphenyl)-3-methyl-1,4-pentadien-3-ol COC1=C(C(=C(C(=C1)C)C=CC(C=C)(O)C)C)C